1-bromo-4-(4-(trifluoromethyl)phenoxy)benzene BrC1=CC=C(C=C1)OC1=CC=C(C=C1)C(F)(F)F